N-(4-chloro-3-{4-[5-(cyclopropylethynyl)thiazol-2-yl]-6-oxo-1,6-dihydropyrimidin-2-yl}-2-fluorobenzyl)isobutyramide ClC1=C(C(=C(CNC(C(C)C)=O)C=C1)F)C=1NC(C=C(N1)C=1SC(=CN1)C#CC1CC1)=O